B(O)(O)O.CC(C)(CC(C)(O)C)O.CC(C)(CC(C)(O)C)O bis(2,4-dimethyl-2,4-pentanediol) borate